trifluoromethyl-tetralone FC(F)(F)C1C(C2=CC=CC=C2CC1)=O